FC1=CC=C(C=C1)C(N1C[C@H](N(C[C@@H]1C)C1=C(C(N(C2=CC=C(N=C12)Br)C)=O)C#N)C)C1=CC=C(C=C1)F 4-((2r,5s)-4-(bis(4-fluorophenyl)methyl)-2,5-dimethylpiperazin-1-yl)-6-bromo-1-methyl-2-oxo-1,2-dihydro-1,5-naphthyridine-3-carbonitrile